m-acetamido-N,N-diacetoxyethylaniline C(C)(=O)NC=1C(=C(N(OC(C)=O)OC(C)=O)C=CC1)CC